tert-Butyl (3R)-1-((1r,4R)-4-((6-(2,6-dioxopiperidin-3-yl)pyridin-2-yl)amino)cyclohexane-1-carbonyl)pyrrolidine-3-carboxylate O=C1NC(CCC1C1=CC=CC(=N1)NC1CCC(CC1)C(=O)N1C[C@@H](CC1)C(=O)OC(C)(C)C)=O